(E)-1-(4-aminophenyl)-3-(4-methoxy-3,5-dimethylphenyl)prop-2-en-1-one NC1=CC=C(C=C1)C(\C=C\C1=CC(=C(C(=C1)C)OC)C)=O